3-chloro-6-[(4-chlorophenyl)[4-(methylsulfanyl)-1H-imidazol-2-yl]methyl]-2-(trifluoro-methyl)pyridine ClC=1C(=NC(=CC1)C(C=1NC=C(N1)SC)C1=CC=C(C=C1)Cl)C(F)(F)F